6,6-dimethyl-3-((7-(4-methyl-3-((2-oxopyrrolidin-1-yl)methyl)-6-(trifluoromethyl)pyridin-2-yl)thieno[3,2-b]pyridin-2-yl)methyl)-3-azabicyclo[3.1.0]hexane-2,4-dione dihydrochloride Cl.Cl.CC1(C2C(N(C(C12)=O)CC1=CC2=NC=CC(=C2S1)C1=NC(=CC(=C1CN1C(CCC1)=O)C)C(F)(F)F)=O)C